FC1(C(C(C(C(C1(F)F)(F)F)(F)F)(F)F)(F)F)F 1,1,2,2,3,3,4,4,5,5,6,6-dodecafluorocyclohexane